(R)-5-bromo-3-(1-(2-(4-((2,2-dimethyl-2,3-dihydropyrazolo[5,1-b]oxazol-6-yl)methyl)-1-methyl-1H-pyrazol-3-yl)-4-fluorophenyl)ethoxy)pyridin-2-amine BrC=1C=C(C(=NC1)N)O[C@H](C)C1=C(C=C(C=C1)F)C1=NN(C=C1CC1=NN2C(OC(C2)(C)C)=C1)C